2-((benzoyloxy)imino)-1-phenylpropane C(C1=CC=CC=C1)(=O)ON=C(CC1=CC=CC=C1)C